BrCOC(CCCCCCCCCC)=O bromomethyl-undecanoate